2,5-dimethylpyrazole-3-carbaldehyde CN1N=C(C=C1C=O)C